FC1(C(C1)C=1C(=NON1)C(=O)O)F 4-(2,2-difluorocyclopropyl)-1,2,5-oxadiazole-3-carboxylic acid